BrC1=CC=2CN(S(C2C=C1)(=O)=O)C C5-bromo-2-methyl-2,3-dihydro-1λ6-benzo[2,1-d][1,2]thiazole-1,1-dione